1-(3,4-dimethoxybenzyl)-5-(2-(methylsulfinyl)-6-(trifluoromethyl)pyrimidin-4-yl)pyridin-2(1H)-one COC=1C=C(CN2C(C=CC(=C2)C2=NC(=NC(=C2)C(F)(F)F)S(=O)C)=O)C=CC1OC